imidazol-3-ium acetate C(C)(=O)[O-].N1C=[NH+]C=C1